(3R,4S)-tetrahydrofuran-3,4-diol O1C[C@H]([C@H](C1)O)O